3-(isoquinolin-4-yl)-1-(4-methyl-1-((2-(trimethylsilyl)ethoxy)methyl)-1H-imidazol-2-yl)-2-oxoimidazolidine-4-carbonitrile C1=NC=C(C2=CC=CC=C12)N1C(N(CC1C#N)C=1N(C=C(N1)C)COCC[Si](C)(C)C)=O